C(N)(=O)C1=C(C2=C(N(C(=N2)C2=C(C(=O)O)C=C(C=C2)C#N)CCN2C(=NC3=C2C=CC(=C3OC)C(N)=O)C3=C(C=C(C=C3)C#N)C(=O)O)C=C1)OC 2-(5-carbamoyl-1-(2-(5-carbamoyl-2-(2-carboxy-4-cyanophenyl)-4-methoxy-1H-benzo[d]imidazol-1-yl)ethyl)-4-methoxy-1H-benzo[d]imidazol-2-yl)-5-cyanobenzoic acid